N(=C=O)CCCCC(CCCCCN=C=O)N=C=O 1,8-diisocyanatomethyl-4-isocyanato-octane